O=C1C2(CCC(C1=CC1=CC=C(C=C1)S(=O)(=O)O)C2(C)C)C 4-(2-oxo-3-bornylidenemethyl)-benzenesulfonic acid